(6-((5-methylisoxazol-3-yl)methoxy)-1H-indol-2-yl)methanamine CC1=CC(=NO1)COC1=CC=C2C=C(NC2=C1)CN